O=C1NC(CCC1N1C(C2=CC=CC(=C2C1=O)OCC(=O)NCCCC1CCNCC1)=O)=O 2-((2-(2,6-dioxopiperidin-3-yl)-1,3-dioxoisoindolin-4-yl)oxy)-N-(3-(piperidin-4-yl)propyl)acetamide